3,5-di-O-galloylquinic acid C1[C@H](C([C@@H](CC1(C(=O)O)O)OC(=O)C2=CC(=C(C(=C2)O)O)O)O)OC(=O)C3=CC(=C(C(=C3)O)O)O